C[C@H]1CC[C@@H]2[C@H](C1)OC(=O)C2=C cis-cis-p-menthenolide